C(OC1=C(C=CC=C1)CC(C)C)(OC1=C(C=CC=C1)CC(C)C)=O di(isobutylphenyl) carbonate